7-bromo-6-methyl-5-nitro-2,3-dihydrobenzofuran BrC1=C(C(=CC=2CCOC21)[N+](=O)[O-])C